2,4-dimethyl-3,5-dinitrobenzoic acid CC1=C(C(=O)O)C=C(C(=C1[N+](=O)[O-])C)[N+](=O)[O-]